5-cyano-3-hydroxy-2-methylpyridine-4-carboxylic acid C(#N)C=1C(=C(C(=NC1)C)O)C(=O)O